N-cyclopropyl-2-(difluoromethoxy)-4-[7-(2-hydroxy-3-morpholino-propoxy)imidazo[1,2-a]pyridin-3-yl]-6-methoxy-benzamide C1(CC1)NC(C1=C(C=C(C=C1OC)C1=CN=C2N1C=CC(=C2)OCC(CN2CCOCC2)O)OC(F)F)=O